NC1=C2N=CN(C2=NC(=N1)F)[C@H]1C[C@@H]([C@@](O1)(C#C)COP(=O)(OC1=CC=CC=C1)N[C@@H](CC1=CC=CC=C1)C(=O)OC(CCCCCCCCCC)CCCCCCCCCC)O Henicosan-11-yl ((((2R,3S,5R)-5-(6-amino-2-fluoro-9H-purin-9-yl)-2-ethynyl-3-hydroxytetrahydrofuran-2-yl)methoxy)(phenoxy)phosphoryl)-L-phenylalaninate